O=C1N(C2=CC=C(C=3C2=C1C=CC3)CC3=CC=C(C=C3)CN3CCN(CC3)C3=NC(=NC=C3)C3=CN=CS3)C3C(NC(CC3)=O)=O 3-(2-oxo-6-(4-((4-(2-(thiazol-5-yl)pyrimidin-4-yl)piperazin-1-yl)methyl)benzyl)benzo[cd]indol-1(2H)-yl)piperidine-2,6-dione